C(C)(C)(C)O[Si](O)(OC(C)(C)C)OC(C)(C)C tris-(t-butoxy)silanol